COC=1C=C(C=CC1NCC#CC=1N(C2=CC=CC(=C2C1)NC1CCOCC1)CC(F)(F)F)S(=O)(=O)NC1CCOCC1 3-methoxy-N-(oxan-4-yl)-4-[(3-{4-[(oxan-4-yl)amino]-1-(2,2,2-trifluoroethyl)-1H-indol-2-yl}prop-2-yn-1-yl)amino]benzene-1-sulfonamide